ortho-(dimethylamino)benzyl-dimethyl-amine CN(C1=C(CN(C)C)C=CC=C1)C